2-(cyclobutyloxy)-4-[cis-1-fluoro-3-({5-[3-(methoxymethoxy)isoxazol-5-yl]-pyridin-2-yl}oxy)cyclobutyl]pyridine C1(CCC1)OC1=NC=CC(=C1)C1(CC(C1)OC1=NC=C(C=C1)C1=CC(=NO1)OCOC)F